(tert-butyl)-N1-(4-Ethyl-2-(3-hydroxypentyl)phenyl)-4-((tetrahydro-2H-pyran-4-yl)methoxy)benzene-1,3-disulfonamide C(C)(C)(C)C1=C(C=CC(=C1S(=O)(=O)N)OCC1CCOCC1)S(=O)(=O)NC1=C(C=C(C=C1)CC)CCC(CC)O